The molecule is an N,N-dihydroxy-L-polyhomomethionine in which there are six methylene groups between the alpha-carbon and sulfur atoms. It is a N,N-dihydroxy-L-polyhomomethionine and a N,N-dihydroxytetrahomomethioninate. It is a conjugate acid of a N,N-dihydroxy-L-tetrahomomethioninate. CSCCCCCC[C@@H](C(=O)O)N(O)O